4-[[2-(4-bromo-2-fluoro-5-methoxy-phenyl)acetyl]amino]pyridine-2-carboxylic acid methyl ester COC(=O)C1=NC=CC(=C1)NC(CC1=C(C=C(C(=C1)OC)Br)F)=O